N1(CC(=CCC1)C1=CC=NC=C1)C(=O)OC(C)(C)C tert-butyl 5,6-dihydro-[3,4'-bipyridine]-1(2H)-carboxylate